N-Methyl-bromochlorofluoroacetamide CNC(C(F)(Cl)Br)=O